C(C)(C)(C)N[C@@H](COC(C)(C)C)C(=O)O tert-butyl-O-(tert-butyl)-L-serine